C(#C)N[C@@H](CO)C(=O)O acetylenyl-serine